3-amino-6-methoxy-pyridine-2-carboxylic acid NC=1C(=NC(=CC1)OC)C(=O)O